N-(benzylsulfonyl)-4-(2,6-difluorophenyl)-5-(6-methoxypyridin-2-yl)-2H-1,2,4-triazole-3-carboxamide C(C1=CC=CC=C1)S(=O)(=O)NC(=O)C1NN=C(N1C1=C(C=CC=C1F)F)C1=NC(=CC=C1)OC